CN(C=1C=CC(=C(C1)N1/C(/SCC1=O)=N/C(=O)NC1=C(C=C(C=C1)C1=NN(C=N1)C1=CC=C(C=C1)OC(F)(F)F)C(F)(F)F)OCCC(F)(F)F)C (Z)-1-(3-(5-(dimethylamino)-2-(3,3,3-trifluoropropoxy)phenyl)-4-oxothiazolidin-2-ylidene)-3-(4-(1-(4-(trifluoromethoxy)phenyl)-1H-1,2,4-triazol-3-yl)-2-(trifluoromethyl)phenyl)urea